di-n-dodecyl-dithiopropionic acid C(CCCCCCCCCCC)C(C(=S)S)(C)CCCCCCCCCCCC